[2-(3,3-difluorocyclobutoxy)pyridin-4-yl]methylamine dihydrochloride Cl.Cl.FC1(CC(C1)OC1=NC=CC(=C1)CN)F